ClC=1C=C(C=C(C1)Cl)C1=NOC(O1)(C(=O)N[C@H](CC(=O)OC)C)C(F)(F)F methyl (3S)-3-[[3-(3,5-dichlorophenyl)-5-(trifluoromethyl)-1,4,2-dioxazole-5-carbonyl]amino]butanoate